C1(=CC=CC=C1)[C@H]1CCCC=2N1N=C(N2)C(=O)N[C@@H]2C(N(C=1N(CC2)N=CC1)C)=O |r| rac-(5R)-5-Phenyl-N-[rac-(6S)-4-methyl-5-oxo-7,8-dihydro-6H-pyrazolo[1,5-a][1,3]diazepin-6-yl]-5,6,7,8-tetrahydro-[1,2,4]triazolo[1,5-a]pyridin-2-carboxamid